BrC=1C=C(C=C2CN(C(C12)=O)C1C(NC(CC1)=O)=O)CN1CCN(CC1)C1=CC(=C(C=C1)NC1=NC=C(C(=C1)NC1=C(C(=O)NC)C=CC=C1)C(F)(F)F)OC 2-((2-((4-(4-((7-bromo-2-(2,6-dioxopiperidin-3-yl)-1-oxoisoindolin-5-yl)methyl)piperazin-1-yl)-2-methoxyphenyl)amino)-5-(trifluoromethyl)pyridin-4-yl)amino)-N-methylbenzamide